FC1=CC=C(C=C1)[C@@H](C1CN(C1)C(=O)N1C[C@@H]2[C@@H](OCC(N2)=O)CC1)OCC(F)(F)F |o1:7| (4aR,8aS)-6-[3-(R or S)-[(4-Fluorophenyl)-(2,2,2-trifluoroethoxy)methyl]azetidine-1-carbonyl]-4,4a,5,7,8,8a-hexahydropyrido[4,3-b][1,4]oxazin-3-one